6-N-[(2S)-1-aminobutyl]-4-N-[(3-chloro-4-methylphenyl)methyl]-1-methylpyrazolo[3,4-d]pyrimidine-4,6-diamine NC(CCC)NC1=NC(=C2C(=N1)N(N=C2)C)NCC2=CC(=C(C=C2)C)Cl